CN1N=C(C=C1)C1=CN=CNC1=O 5-(1-methylpyrazol-3-yl)-1H-pyrimidin-6-one